C1(=CC=CC=C1)N1C=C(C(C2=CC=CC=C12)=O)C(=O)O N-phenyl-4-oxo-1,4-dihydroquinoline-3-carboxylic acid